ClC=1C=C(C=CC1OC)NC(=O)N1CCC(CC1)N1C(NC2=C1C=CC(=C2)F)=O N-(3-chloro-4-methoxyphenyl)-4-(5-fluoro-2-oxo-2,3-dihydro-1H-1,3-benzodiazol-1-yl)piperidine-1-carboxamide